O([C@H]1[C@H](O)[C@@H](O)[C@H](O)[C@H](O1)CO)C1=C(C(=CC(=C1)C)C)CC1=CC=C(C=C1)CCO 2-[4-(2-hydroxyethyl)benzyl]-3,5-dimethylphenyl β-D-glucopyranoside